NCC[C@]1(OCCN(C1)CC=1C=CC(=NC1)NC1=NC=C(C(=N1)C=1C=C(C2=C(N(C(=N2)C)C(C)C)C1)F)F)C (R)-N-(5-((2-(2-aminoethyl)-2-methylmorpholino)methyl)pyridin-2-yl)-5-fluoro-4-(4-fluoro-1-isopropyl-2-methyl-1H-benzo[d]imidazol-6-yl)pyrimidin-2-amine